(2-amino-7-fluoro-1,3-benzothiazol-4-yl)boronic acid NC=1SC2=C(N1)C(=CC=C2F)B(O)O